FC=1C=C2C(=CNC2=CC1)CCNC(C)C N-[2-(5-fluoro-1H-indol-3-yl)ethyl]propan-2-amine